butyl 3-(hydroxymethyl)pyrrolidine-1-carboxylate OCC1CN(CC1)C(=O)OCCCC